CNC[C@@H]1OCCC=2C(=CC=CC12)C#N (R)-1-((methylamino)methyl)isochroman-5-carbonitrile